N-(4-aminomethyl-phenyl)-N'-methyl-N'-[4-(1,2,3,6-tetrahydro-pyridin-4-yl)-phenyl]-terephthalamide NCC1=CC=C(C=C1)NC(C1=CC=C(C(=O)N(C2=CC=C(C=C2)C=2CCNCC2)C)C=C1)=O